p-vinylbenzyl-diphenyl-phosphorus oxide C(=C)C1=CC=C(CP(C2=CC=CC=C2)(C2=CC=CC=C2)=O)C=C1